benzyl 4-(((1,1,1,3,3,3-hexafluoro-2-(trifluoromethyl)propan-2-yl)oxy)methyl)piperidine-1-carboxylate FC(C(C(F)(F)F)(C(F)(F)F)OCC1CCN(CC1)C(=O)OCC1=CC=CC=C1)(F)F